1-methoxy-4-nitro-2-(pentyloxy)benzene COC1=C(C=C(C=C1)[N+](=O)[O-])OCCCCC